2-Octenylsuccinic anhydride CCCCC/C=C/CC1CC(=O)OC1=O